C(#N)C(CC1=CC2=C(S1)C=C(S2)C=2C=CC1=C(N(C(O1)=O)C)C2)NC(=O)[C@H]2OCCCNC2 (2S)-N-(1-cyano-2-(5-(3-methyl-2-oxo-2,3-dihydrobenzo[d]oxazol-5-yl)thieno[3,2-b]thiophen-2-yl)ethyl)-1,4-oxazepane-2-carboxamide